6-chloro-1-(4,6-di(2-propanyl)-5-pyrimidinyl)-4-((2S)-2-methyl-4-(2-propenoyl)-1-piperazinyl)pyrido[2,3-d]pyrimidin-2(1H)-one ClC1=CC2=C(N(C(N=C2N2[C@H](CN(CC2)C(C=C)=O)C)=O)C=2C(=NC=NC2C(C)C)C(C)C)N=C1